(3R,4R)-4-hydroxy-3-methyltetrahydrofuran O[C@@H]1[C@@H](COC1)C